2-oxoacetate O=CC(=O)[O-]